NC1C(CN(CC1)C(=O)OC(C)(C)C)O tert-butyl 4-amino-3-hydroxypiperidine-1-carboxylate